(R*)-(3-amino-6-ethyl-4,5,6,7-tetrahydro-pyrazolo[3,4-c]pyridin-2-yl)(6-fluoro-8-methyl-1,2,3,4-tetrahydro-quinolin-4-yl)methanone NC=1N(N=C2CN(CCC21)CC)C(=O)[C@@H]2CCNC1=C(C=C(C=C21)F)C |o1:14|